(1S,3S)-3-((2-cyclopropyl-6-(5-(((4-(difluoromethyl)pyrimidin-2-yl)amino)methyl)-1-methyl-1H-1,2,3-triazol-4-yl)pyridin-3-yl)oxy)cyclohexane-1-carboxylic acid C1(CC1)C1=NC(=CC=C1O[C@@H]1C[C@H](CCC1)C(=O)O)C=1N=NN(C1CNC1=NC=CC(=N1)C(F)F)C